OCCC(C)(C)C1=C(C=C(C=C1)OC)O 2-(4-Hydroxy-2-methylbutan-2-yl)-5-methoxyphenol